2-([1,2,4]triazolo[4,3-a]pyridin-3-yl)ethanamine N=1N=C(N2C1C=CC=C2)CCN